3-amino-5-phenyl-1-[3-(triethoxysilyl)propyl]-1,2,4-triazole NC1=NN(C(=N1)C1=CC=CC=C1)CCC[Si](OCC)(OCC)OCC